chloromethyl (3R)-3-{[5-(2-chloro-5-cyanophenyl)-1-trityl-1H-indazol-3-yl]carbamoyl}piperidine-1-carboxylate ClC1=C(C=C(C=C1)C#N)C=1C=C2C(=NN(C2=CC1)C(C1=CC=CC=C1)(C1=CC=CC=C1)C1=CC=CC=C1)NC(=O)[C@H]1CN(CCC1)C(=O)OCCl